2-[1-(2,2,2-trifluoroethyl)-1H-pyrazolo[3,4-b]pyrazin-6-yl]-7-[2-(trifluoromethyl)pyridin-4-yl]-2,7-diazaspiro[4.4]nonane FC(CN1N=CC=2C1=NC(=CN2)N2CC1(CC2)CN(CC1)C1=CC(=NC=C1)C(F)(F)F)(F)F